OC[C@@H]1CN(C(O1)=O)C=1C=CC=2OCC(NC2N1)=O (S)-6-(5-(hydroxymethyl)-2-oxoOxazolidin-3-yl)-2H-pyrido[3,2-b][1,4]Oxazin-3(4H)-one